3-[2-acetyl-3-[4-(4-chlorophenyl)phenyl]-3,4-dihydropyrazol-5-yl]-6-chloro-4-phenyl-1H-quinolin-2-one C(C)(=O)N1N=C(CC1C1=CC=C(C=C1)C1=CC=C(C=C1)Cl)C=1C(NC2=CC=C(C=C2C1C1=CC=CC=C1)Cl)=O